N-(2-sulfamoyl-4-pyridyl)-5-(trifluoromethyl)-2-[(1R,5R)-1-(trifluoromethyl)-3-aza-bicyclo[3.2.0]heptan-3-yl]pyridine-3-carboxamide S(N)(=O)(=O)C1=NC=CC(=C1)NC(=O)C=1C(=NC=C(C1)C(F)(F)F)N1C[C@]2(CC[C@H]2C1)C(F)(F)F